1-(4-(6-chloro-7-(2,4-difluoro-phenyl)quinazolin-4-yl)-2-ethynyl-piperazin-1-yl)prop-2-en-1-one ClC=1C=C2C(=NC=NC2=CC1C1=C(C=C(C=C1)F)F)N1CC(N(CC1)C(C=C)=O)C#C